3,3-Dimethyl-6-(1-phenyl-vinyl)-2,3-dihydro-1H-pyrrolo[3,2-c]pyridine, Hydrochloride Salt Cl.CC1(CNC2=C1C=NC(=C2)C(=C)C2=CC=CC=C2)C